ClC=1C=C(CNC2=NC(=NC3=CC=C(C=C23)C=2C(=NOC2C)C)N2CCN(CC2)C(=O)C=2C=NN(C2)C)C=CC1 (4-(4-((3-chlorobenzyl)amino)-6-(3,5-dimethylisoxazol-4-yl)quinazolin-2-yl)Piperazin-1-yl)(1-methyl-1H-pyrazol-4-yl)methanone